R-3-aminobutyric acid N[C@@H](CC(=O)O)C